C(#N)C1(CC1)NC(=O)[C@H]1N(C[C@@H](C1)S(=O)(=O)C1=C(C=C(C=C1)C=1C=NN(C1)C)C(F)(F)F)C(=O)C1(CC1)C(F)(F)F (2S,4R)-4-[4-(1-methyl-1H-pyrazol-4-yl)-2-trifluoromethyl-benzenesulfonyl]-1-(1-trifluoromethyl-cyclopropanecarbonyl)-pyrrolidine-2-carboxylic acid (1-cyano-cyclopropyl)-amide